1-isopropyl-3-(2,4,6-triisopropylphenyl)-5-methyl-pyrazole-4-ol C(C)(C)N1N=C(C(=C1C)O)C1=C(C=C(C=C1C(C)C)C(C)C)C(C)C